Din-butyl sulfide C(CCC)SCCCC